C(C)O[Si](CCCNC1=NC(=NC(=N1)OCC1=CC=C(C=C1)C1(N=N1)C(F)(F)F)OCC1=CC=C(C=C1)C1(N=N1)C(F)(F)F)(OCC)OCC N-{3-(triethoxysilyl)propyl}-4,6-bis[4-{3-(trifluoromethyl)-3H-diazirine-3-yl}benzyloxy]-1,3,5-triazine-2-amine